hafnium oxide [O-2].[Hf+4].[O-2]